bis[4-(dibenzofuran-4-yl)phenyl]-4-amino-p-terphenyl C1=CC=C(C=2OC3=C(C21)C=CC=C3)C3=CC=C(C=C3)C=3C(=C(C=CC3N)C3=CC=C(C=C3)C3=CC=CC=C3)C3=CC=C(C=C3)C3=CC=CC2=C3OC3=C2C=CC=C3